(S)-1,2-dimethylpyrrolidine-2-carbaldehyde CN1[C@@](CCC1)(C=O)C